(S,E)-4-(fluoromethylene)-3-methylpiperidin F\C=C/1\[C@@H](CNCC1)C